4-NITROPHENYLETHYLISOCYANIDE [N+](=O)([O-])C1=CC=C(C=C1)CC[N+]#[C-]